FC=1C=C(C(=NC1)OC)C=N[S@](=O)C(C)(C)C (R)-N-((5-Fluoro-2-methoxypyridin-3-yl)methylene)-2-methylpropan-2-sulfinamide